C[Si](CCCCCC[SiH2]C(N(CC)CC)N(CC)CC)(OC)OC 1-methyldimethoxysilyl-6-bis(diethylamino)methylsilylhexane